C(C=C)ON1C2C=C(CN(C1=O)C2)N2N=C(C=C2)C(=O)N[C@H]2CN(CC2)C(=O)OC(C)(C)C tert-butyl (3R)-3-[[1-(6-allyloxy-7-oxo-1,6-diazabicyclo[3.2.1]oct-3-en-3-yl)pyrazole-3-carbonyl]amino]pyrrolidine-1-carboxylate